pelargohydroxamic acid C(CCCCCCCC)(=O)NO